((3aR,5r,6aS)-5-(6-chloro-1H-indazol-4-yl)-5-hydroxyhexahydrocyclopenta[c]pyrrol-2(1H)-yl)(cyclohexyl)methanone ClC1=CC(=C2C=NNC2=C1)C1(C[C@@H]2[C@@H](CN(C2)C(=O)C2CCCCC2)C1)O